(3S,3aS,6S,7R,7aS)-N-benzyl-7-(2-((tert-butyldimethylsilyl)oxy)ethyl)-1-phenethyloctahydro-6H-3,6-methanopyrrolo[3,2-c]pyridine-6-carboxamide C(C1=CC=CC=C1)NC(=O)[C@]12[C@@H]([C@@H]3[C@H](CN1)[C@@H](CN3CCC3=CC=CC=C3)C2)CCO[Si](C)(C)C(C)(C)C